ClC=1C=C(C=NC1N1CCC(CC1)(F)F)NC(=O)NC1=CNC=2C1=NC(=CC2)OCCOC 1-(5-chloro-6-(4,4-difluoropiperidin-1-yl)pyridin-3-yl)-3-(5-(2-methoxyethoxy)-1H-pyrrolo[3,2-b]pyridin-3-yl)urea